C(C=C=C)O 2,3-butadiene-1-ol